(1R,2S,5S)-N-((S)-1-amino-1-oxo-3-((R)-2-oxopyrrolidin-3-yl)propan-2-yl)-6,6-dimethyl-3-azabicyclo[3.1.0]hexane-2-carboxamide NC([C@H](C[C@@H]1C(NCC1)=O)NC(=O)[C@@H]1[C@H]2C([C@H]2CN1)(C)C)=O